(6S)-N'-((8-fluoro-1,2,3,5,6,7-hexahydro-s-indacen-4-yl)carbamoyl)-6-(methylamino)-6,7-dihydro-5H-pyrazolo[5,1-b][1,3]oxazine-3-sulfonimidamide FC=1C=2CCCC2C(=C2CCCC12)NC(=O)N=S(=O)(N)C=1C=NN2C1OC[C@H](C2)NC